3-(2-chloro-4-((methylsulfonyl)methyl)phenyl)-1,4-oxazepan ClC1=C(C=CC(=C1)CS(=O)(=O)C)C1COCCCN1